(2-(2-(3,4-difluorophenyl)-6-(((1R,5S,6R)-3-(3-(1-hydroxyethyl)-1-(pyrimidin-2-yl)-1H-pyrazole-4-carbonyl)-3-azabicyclo[3.1.0]hexan-6-yl)oxy)pyridin-4-yl)propan-2-yl)carbamate FC=1C=C(C=CC1F)C1=NC(=CC(=C1)C(C)(C)NC([O-])=O)OC1[C@@H]2CN(C[C@H]12)C(=O)C=1C(=NN(C1)C1=NC=CC=N1)C(C)O